3-(4-fluorophenyl)-N-methyl-L-phenylalanine FC1=CC=C(C=C1)C=1C=C(C[C@H](NC)C(=O)O)C=CC1